1-cyclopentyl-5-(1,3-thiazol-4-yl)-1H-pyrazol C1(CCCC1)N1N=CC=C1C=1N=CSC1